4-(4-(4-((3,4-Dihydro-2H-pyrido[4,3-b][1,4]oxazin-8-yl)amino)-2-oxo-1,2-dihydropyridine-3-carboxamido)phenyl)-N,N-dimethylpiperazine-1-carboxamide O1C2=C(NCC1)C=NC=C2NC2=C(C(NC=C2)=O)C(=O)NC2=CC=C(C=C2)N2CCN(CC2)C(=O)N(C)C